6-(2-hydroxybenzylamino)-9-glucopyranosylpurine OC1=C(CNC2=C3N=CN(C3=NC=N2)C2[C@H](O)[C@@H](O)[C@H](O)[C@H](O2)CO)C=CC=C1